[I-].C(CCC)N1C[N+](C=C1)(C)CCCC 1-butyl-3-Butyl-3-methylimidazolium iodide